C(C=C)C=1C(=NC(=NC1)Cl)NC=1C=C(C=CC1)NC(OC(C)(C)C)=O tert-butyl (3-((5-allyl-2-chloropyrimidin-4-yl)amino)phenyl)carbamate